triallyl-arsine C(C=C)[As](CC=C)CC=C